2-ethylthio-4-bromo-6-methylnitrobenzene C(C)SC1=C(C(=CC(=C1)Br)C)[N+](=O)[O-]